(S)-(+)-(3,5-dioxa-4-phospha-cyclohepta[2,1-a:3,4-a']dinaphthalen-4-yl)[(1R)-1-phenylethyl]amine C[C@H](C1=CC=CC=C1)NP2OC3=C(C4=CC=CC=C4C=C3)C5=C(O2)C=CC6=CC=CC=C65